C(C)(C)(C)OC(N[C@@H](C(=O)N([C@@H]1C(OCC1)=O)CC1=CC=CC=C1)C)=O.C(C)[C@H](C(=O)O)N1C(CCC1)=O |&1:28| (R/S)-alpha-ethyl-2-oxo-1-pyrrolidineacetic acid tert-Butyl-N-[(1R)-2-[benzyl-[(3S)-2-oxotetrahydrofuran-3-yl]amino]-1-methyl-2-oxo-ethyl]carbamate